1-(4-(3-chlorobenzyl)-3,4-dihydroquinoxaline-1(2H)-yl)-3-(4-methylpiperazin-1-yl)propan-1-one ClC=1C=C(CN2CCN(C3=CC=CC=C23)C(CCN2CCN(CC2)C)=O)C=CC1